ClC=1C=C(C=C(C1)Cl)C1CCN(CC1)CCC=1C=NN(C1)C1=NC=CC2=C1N=CNC2=O 8-(4-(2-(4-(3,5-Dichlorophenyl)piperidin-1-yl)ethyl)-1H-pyrazol-1-yl)pyrido[3,4-d]pyrimidin-4(3H)-on